The molecule is a hydrocarbyl anion. It is a conjugate base of a methane. It is a conjugate acid of a methanediide. [CH3-]